4-(Hydroxymethyl)cyclohexane-1-carboxylic acid OCC1CCC(CC1)C(=O)O